9,4b-(epiminoethano)phenanthren-8a-ol C1=CC=CC=2C34C=CC=CC3(C(=CC12)NCC4)O